4'-hexylbiphenylboronic acid C(CCCCC)C1=CC=C(C=C1)C=1C(=CC=CC1)B(O)O